NC=1C=C(C(=C(C1)[C@@H](C)NC1=CC(=NC2=CC=C(C=C12)C=1CCS(CC1)(=O)=O)C)F)C (R)-4-(4-((1-(5-amino-2-fluoro-3-methylphenyl)ethyl)amino)-2-methylquinolin-6-yl)-3,6-dihydro-2H-thiopyran-1,1-dioxide